3-(5-(difluoromethyl)-4-((4-methoxybenzyl)oxy)pyrimidin-2-yl)cyclopent-2-en 1-hydroxy-2,2,6,6-tetramethylpiperidin-4-yl-palmitoate ON1C(CC(CC1(C)C)OC(CCCCCCCCCCCCCCC)=O)(C)C.FC(C=1C(=NC(=NC1)C1=CCCC1)OCC1=CC=C(C=C1)OC)F